3β-arachidyl-7α,12α-dihydroxy-5β-cholan-24-oic acid C(CCCCCCCCCCCCCCCCCCC)[C@@H]1C[C@H]2C[C@H]([C@H]3[C@@H]4CC[C@H]([C@@H](CCC(=O)O)C)[C@]4([C@H](C[C@@H]3[C@]2(CC1)C)O)C)O